CN(C=1C=NC=C(C1)C=1N=NNN1)C N,N-dimethyl-5-(2H-tetrazol-5-yl)pyridin-3-amine